(S)-2-((5-Amino-6-fluoro-1H-pyrrolo[3,2-b]pyridin-2-yl)methyl)-1'-(2-(difluoromethoxy)ethyl)-5-fluorospiro[isoindoline-1,3'-pyrrolidine]-2',3-dione NC1=C(C=C2C(=N1)C=C(N2)CN2C(C1=CC(=CC=C1[C@@]21C(N(CC1)CCOC(F)F)=O)F)=O)F